C(C)(C)(C)OC(=O)N1CCN(CC1)C1=NC=C(C=C1F)OC1=NC(=CC(=C1)C(=O)OC)Cl 4-(5-((6-chloro-4-(methoxycarbonyl)pyridin-2-yl)oxy)-3-fluoropyridin-2-yl)piperazine-1-carboxylic acid tert-butyl ester